4-[5-(2-aminoethyl)pyridin-2-yl]-3-[2-methyl-6-(3-oxopiperazin-1-yl)pyridin-4-yl]oxybenzonitrile NCCC=1C=CC(=NC1)C1=C(C=C(C#N)C=C1)OC1=CC(=NC(=C1)N1CC(NCC1)=O)C